8-[5-(1-ethyl-4-fluoro-3-methyl-1H-pyrazol-5-yl)-4H-1,2,4-triazol-3-yl]imidazo[1,5-a]pyridine-6-carboxamide C(C)N1N=C(C(=C1C=1NC(=NN1)C=1C=2N(C=C(C1)C(=O)N)C=NC2)F)C